(R)-(3,3-Difluoro-4-((4-methoxy-5-(1-(2,2,2-trifluoroethyl)-1H-benzo[d][1,2,3]triazol-6-yl)pyrrolo[2,1-f][1,2,4]triazin-2-yl)amino)piperidin-1-yl)(pyrrolidin-1-yl)methanone FC1(CN(CC[C@H]1NC1=NN2C(C(=N1)OC)=C(C=C2)C=2C=CC1=C(N(N=N1)CC(F)(F)F)C2)C(=O)N2CCCC2)F